zinc(II) gluconate O=C([C@H](O)[C@@H](O)[C@H](O)[C@H](O)CO)[O-].[Zn+2].O=C([C@H](O)[C@@H](O)[C@H](O)[C@H](O)CO)[O-]